CC=1C=NC2=CC(=CC=C2C1)Br 3-methyl-7-bromoquinoline